5-(1,2-dithiolan-3-yl)-N-((4-(5-(p-tolyl)-3-(trifluoromethyl)-1H-pyrazol-1-yl)phenyl)sulfonyl)pentanamide S1SC(CC1)CCCCC(=O)NS(=O)(=O)C1=CC=C(C=C1)N1N=C(C=C1C1=CC=C(C=C1)C)C(F)(F)F